2-[[(3aS,4S,6R,6aS)-6-aminotetrahydro-2,2-dimethyl-4H-cyclopenta-1,3-dioxolane-4-yl]oxy]-ethanol N[C@@H]1C[C@@H]([C@H]2[C@H]1OC(O2)(C)C)OCCO